C(OCC)(OCOC1=C(C(=CC(=C1)CCCCC)O)C=1C=C(C=CC1)C)=O ethyl [3-hydroxy-2-(m-tolyl)-5-pentyl-phenoxy]methyl carbonate